(R)-N-(3-chloro-5-(methylsulfonamido)phenyl)-5-(5-fluoro-3-(1-(5-fluoropyridin-3-yl)ethoxy)pyridin-2-yl)-1-methyl-1H-pyrrole-3-carboxamide ClC=1C=C(C=C(C1)NS(=O)(=O)C)NC(=O)C1=CN(C(=C1)C1=NC=C(C=C1O[C@H](C)C=1C=NC=C(C1)F)F)C